trans-tert-butyl N-(2-(dimethylamino)ethyl)-N-[3-[(6-(2-ethyl-5-fluoro-4-hydroxyphenyl)-1-(Tetrahydro-2H-pyran-2-yl)-1H-indazol-4-yl)oxy]cyclobutyl]carbamate CN(CCN(C(OC(C)(C)C)=O)[C@@H]1C[C@H](C1)OC1=C2C=NN(C2=CC(=C1)C1=C(C=C(C(=C1)F)O)CC)C1OCCCC1)C